C(C=C)(=O)N1C[C@@H](N(CC1)C1CN(C1)C1=CC(=NC(=C1C#N)C(F)(F)F)N1CCC(CC1)C1=C(C=NN1C)C)COC (R)-4-(3-(4-acryloyl-2-(methoxymethyl)piperazin-1-yl)azetidin-1-yl)-6-(4-(1,4-dimethyl-1H-pyrazol-5-yl)piperidin-1-yl)-2-(trifluoromethyl)nicotinonitrile